2-carboxy-6-(naphthalen-2-yloxy)-1,2,3,4-tetrahydronaphthalen C(=O)(O)C1CC2=CC=C(C=C2CC1)OC1=CC2=CC=CC=C2C=C1